FC([C@@H](C)C1=CC(=NN1)NC1=NC(=CN=C1)O[C@@H](C)C1=CC=CC=C1)F N-(5-((S)-1,1-difluoropropan-2-yl)-1H-pyrazol-3-yl)-6-((S)-1-phenylethoxy)pyrazin-2-amine